BrC1=C(C=C(C(=C1)[N+](=O)[O-])OCC(F)(F)F)N1CCC(CC1)N1CCN(CC1)C(=O)OC(C)(C)C tert-butyl 4-(1-(2-bromo-4-nitro-5-(2,2,2-trifluoroethoxy)phenyl)piperidin-4-yl)piperazine-1-carboxylate